benzyl 3-hydrazineyl-2,2-dimethyl-3-oxopropanoate N(N)C(C(C(=O)OCC1=CC=CC=C1)(C)C)=O